rac-4,4-difluoropiperidin-3-ol hydrochloride Cl.FC1([C@@H](CNCC1)O)F |r|